O[C@@H]1C[C@H](CC1)NC(CCN1CC2=CC(=CC(=C2CC1)C)C=1N=C2C(=NC1)NC=C2C2=CC(=C(C(=O)N(C)C)C=C2)C)=O 4-(2-(2-(3-(((1S,3S)-3-hydroxycyclopentyl)amino)-3-oxopropyl)-5-methyl-1,2,3,4-tetrahydroisoquinolin-7-yl)-5H-pyrrolo[2,3-b]pyrazin-7-yl)-N,N,2-trimethylbenzamide